3-(cyclopropylmethyl)-1-methyl-1H-indazol-5-amine C1(CC1)CC1=NN(C2=CC=C(C=C12)N)C